4-(3-Bromophenyl)-7-methyl-8-(trifluoromethyl)-1H-benzo[b][1,4]diazepin-2(3H)-one BrC=1C=C(C=CC1)C1=NC2=C(NC(C1)=O)C=C(C(=C2)C)C(F)(F)F